6-[[2-fluoro-4-(trifluoromethyl)phenyl]methyl]-2-azaspiro[3.3]heptane-2-carboxylic acid tert-butyl ester C(C)(C)(C)OC(=O)N1CC2(C1)CC(C2)CC2=C(C=C(C=C2)C(F)(F)F)F